2,2,3,3-tetramethylglutaronitrile CC(C#N)(C(CC#N)(C)C)C